1-(2-(((2-chloro-6-(trifluoromethyl)pyridin-4-yl)amino)methyl)-6-cyclopropyl-imidazo[1,2-a]pyridin-8-yl)-3-methylimidazolidine-2,4-dione ClC1=NC(=CC(=C1)NCC=1N=C2N(C=C(C=C2N2C(N(C(C2)=O)C)=O)C2CC2)C1)C(F)(F)F